[Si](C)(C)(C(C)(C)C)OC=1C=CC(=NC1)NC(=O)N1CCN(CC1)C1=CC=CC=C1 N-[5-[(tert-butyldimethylsilyl)oxy]pyridin-2-yl]-4-phenylpiperazine-1-carboxamide